C1(CC1)N1N=CC(=C1)C=1C(=NC=C(C1)F)C1(C=C(C(C(C1)(C)C)=O)C#N)OC 3-[3-(1-cyclopropyl-1H-pyrazol-4-yl)-5-fluoropyridin-2-yl]-3-methoxy-5,5-dimethyl-6-oxocyclohex-1-ene-1-carbonitrile